C(C)N1C(C2=CC(=C(C=C2C(=C1)F)C=1N=NC(=CN1)N(C)[C@@H]1[C@@H](C2CC[C@@H](C1)N2)F)O)=O 2-Ethyl-4-fluoro-6-(6-{[(2R,3S,5S)-2-fluoro-8-azabicyclo[3.2.1]octan-3-yl](methyl)amino}-1,2,4-triazin-3-yl)-7-hydroxyisoquinolin-1-one